4-(5-bromo-1-(3-cyclopropylpropyl)-3-(nicotinamido)-1H-pyrazolo[3,4-b]pyridin-6-yl)phenyl (2-(dimethylamino)ethyl)carbamate CN(CCNC(OC1=CC=C(C=C1)C1=C(C=C2C(=N1)N(N=C2NC(C2=CN=CC=C2)=O)CCCC2CC2)Br)=O)C